N-(4-(2-(4-fluorophenyl)-5-isobutyryl-4,5,6,7-tetrahydropyrazolo[1,5-a]pyrazin-3-yl)pyridin-2-yl)-N-isobutyrylisobutyramide FC1=CC=C(C=C1)C1=NN2C(CN(CC2)C(C(C)C)=O)=C1C1=CC(=NC=C1)N(C(C(C)C)=O)C(C(C)C)=O